2-(3-((1s,3s)-3-methyl-1-(4-methyl-4H-1,2,4-triazol-3-yl)cyclobutyl)phenyl)-3-oxo-8-(trifluoromethyl)-2,3-dihydroimidazo[1,5-a]pyridine-6-carbaldehyde CC1CC(C1)(C1=NN=CN1C)C=1C=C(C=CC1)N1C(N2C(C(=CC(=C2)C=O)C(F)(F)F)=C1)=O